((6-oxospiro[2.5]octan-4-yl)methyl)-1H-benzo[d]imidazole-6-carbonitrile O=C1CC(C2(CC2)CC1)CN1C=NC2=C1C=C(C=C2)C#N